C(C#C)OC=1C=C(C(=O)OC)C=C(C1OCC#C)OCC#C Methyl 3,4,5-Tris[(prop-2-yn-1-yl)oxy]benzoate